N-(4-methyl-1-(1H-tetrazol-5-yl)pentyl)quinazolin-4-amine CC(CCC(C1=NN=NN1)NC1=NC=NC2=CC=CC=C12)C